C1(=CC=CC=C1)OC=1C=C(C=O)C=CC1OC1=CC=CC=C1 3,4-bis(phenyloxy)benzaldehyde